(E)-3-(2,2-difluorobenzo[d][1,3]dioxol-5-yl)-1-(4-(2-(2-hydroxy-2-methylpropoxy)pyrimidine-4-carbonyl)piperazin-1-yl)prop-2-en-1-one FC1(OC2=C(O1)C=CC(=C2)/C=C/C(=O)N2CCN(CC2)C(=O)C2=NC(=NC=C2)OCC(C)(C)O)F